4-amino-3-methoxy-N-(1-methyl-piperidin-4-yl)benzamide NC1=C(C=C(C(=O)NC2CCN(CC2)C)C=C1)OC